(S)-N-(benzo[b]thiophen-5-ylmethyl)-1-(2-(4-(trifluoromethyl)phenyl)-2H-pyrazolo[4,3-d]pyrimidin-7-yl)piperidine-3-carboxamide S1C2=C(C=C1)C=C(C=C2)CNC(=O)[C@@H]2CN(CCC2)C=2C=1C(N=CN2)=CN(N1)C1=CC=C(C=C1)C(F)(F)F